N-(2-(3-cyano-2-(4-hydroxyphenyl)-4,5,6,7-tetrahydropyrazolo[1,5-a]pyrimidin-7-yl)phenyl)-2,2,2-trifluoroacetamide C(#N)C=1C(=NN2C1NCCC2C2=C(C=CC=C2)NC(C(F)(F)F)=O)C2=CC=C(C=C2)O